ClC=1C(=C2C=NNC2=C(C1F)C1(CCCC1)O)C=1N=CC=2N(C1)C=C(N2)NC(=O)C2C(C2)F N-(6-(5-chloro-6-fluoro-7-(1-hydroxycyclopentyl)-1H-indazol-4-yl)imidazo[1,2-a]pyrazin-2-yl)-2-fluorocyclopropane-1-carboxamide